C1(CC1)C1(CN(C1)C(CN1C(C2=C(C=C1)SC=C2C2=CC(=C(C=C2)F)C(F)(F)F)=O)=O)F 5-(2-(3-cyclopropyl-3-fluoroazetidin-1-yl)-2-oxoethyl)-3-(4-fluoro-3-(trifluoromethyl)phenyl)thieno[3,2-c]pyridin-4(5H)-one